N-(3-(1-isopropyl-2-methyl-1H-imidazo[4,5-b]pyridin-6-yl)-1H-pyrrolo[2,3-b]pyridin-5-yl)-1-methylpiperidine-4-carboxamide C(C)(C)N1C(=NC2=NC=C(C=C21)C2=CNC1=NC=C(C=C12)NC(=O)C1CCN(CC1)C)C